ClC=1C=CC2=C(C(=NCC3=C2N=CN=C3C)C3=C(C=CC=C3)F)C1 9-Chloro-7-(2-fluoro-phenyl)-4-methyl-5H-benzo[c]pyrimido[4,5-e]azepin